C(C)(C)(C)OC(=O)NC=1C(=CSC1)C=1CCN([C@@H](C1)C1=CC=C(C=C1)C(=O)OC)C(=O)[O-] (S)-4-(4-(tert-butoxycarbonylamino) thiophen-3-yl)-6-(4-(methoxycarbonyl) phenyl)-3,6-dihydropyridine-1(2H)-carboxylate